ClC1=CC2=C(N(C(N=C2N2[C@H](CN(CC2)C(C=C)=O)C)=O)C2=C(C=NN2C(C)(C)C)C)N=C1C1=C(C=CC=C1)F (M)-6-chloro-7-(2-fluorophenyl)-1-(4-methyl-1-(2-methyl-2-propanyl)-1H-pyrazol-5-yl)-4-((2S)-2-methyl-4-(2-propenoyl)-1-piperazinyl)pyrido[2,3-d]pyrimidin-2(1H)-one